Methyl 4-(3-fluoro-2-methylphenyl)-6-methyl-2-(thiazol-2-yl)-1,4-dihydropyrimidine-5-carboxylate FC=1C(=C(C=CC1)C1N=C(NC(=C1C(=O)OC)C)C=1SC=CN1)C